ClC=1C=CC(=C(C1)C1=CC(=C(N=N1)OCC(CO)O)NC1=CC(=NC=C1)NC(CCN1CCN(CC1)C)=O)F N-(4-{[6-(5-chloro-2-fluorophenyl)-3-(2,3-dihydroxypropoxy)pyridazin-4-yl]amino}pyridin-2-yl)-3-(4-methylpiperazin-1-yl)propanamide